3-[5-Chloro-4-formyl-3-(trifluoromethyl)pyrazol-1-yl]-N-(2,2-difluoro-1,3-benzodioxol-5-yl)-N-methyl-benzamide ClC1=C(C(=NN1C=1C=C(C(=O)N(C)C2=CC3=C(OC(O3)(F)F)C=C2)C=CC1)C(F)(F)F)C=O